2-(3,6-diazabicyclo[3.1.1]heptan-3-yl)-5-isopropyl-7-(thiazol-2-yl)benzo[d]oxazole C12CN(CC(N1)C2)C=2OC1=C(N2)C=C(C=C1C=1SC=CN1)C(C)C